1-((3-methyloxetan-3-yl)methyl)-1H-indole-5-carboxylic Acid CC1(COC1)CN1C=CC2=CC(=CC=C12)C(=O)O